C(C)(C)(C)N(C(=O)O[C@@H](CC1=C(C=CC(=C1)C(F)(F)F)Br)C1=CC(=CC=C1)Br)[C@H](C)C1=CC(=CC(=C1)C=1C=NN(C1)C)OCC1=CC=CC=C1 (S)-2-(2-bromo-5-(trifluoromethyl)phenyl)-1-(3-bromophenyl)ethan-1-ol tert-butyl-N-[(1R)-1-[3-benzyloxy-5-(1-methylpyrazol-4-yl)phenyl]ethyl]carbamate